C(C)(C)(C)OC(=O)N1CC=2N(CC1)N=C(C2C(C)(C)C)Br tert-butyl-2-bromo-6,7-dihydropyrazolo[1,5-a]pyrazine-5(4H)-carboxylic acid tert-butyl ester